O1CCC(CC1)CS (oxan-4-yl)methanethiol